ClC=1C(=NC(=NC1)NC=1C(=CC(=C(C1)NC(C1=CC=CC=C1)=O)N1CCC(CC1)N1CCN(CC1)C)OC)NC1=C(C=CC=C1)P(=O)(C)C N-(5-((5-chloro-4-((2-(dimethylphosphoryl)phenyl)amino)pyrimidin-2-yl)amino)-4-methoxy-2-(4-(4-methylpiperazin-1-yl)piperidin-1-yl)phenyl)benzamide